(2S)-5-(2-anilino-5-nitro-anilino)-2-(tert-Butoxycarbonylamino)-5-oxo-pentanoic acid benzyl ester C(C1=CC=CC=C1)OC([C@H](CCC(=O)NC1=C(C=CC(=C1)[N+](=O)[O-])NC1=CC=CC=C1)NC(=O)OC(C)(C)C)=O